CCCCC/C=C\CCCCCCCC(=O)O[C@H](COC(=O)CCCCCCC/C=C\CCCC)COP(=O)([O-])OCC[N+](C)(C)C 1-(9Z-tetradecenoyl)-2-(9Z-pentadecenoyl)-glycero-3-phosphocholine